N3-((5-Methylisoxazol-3-yl)methyl)-5-(3-(trifluoromethyl)phenyl)pyridine-2,3-diamine CC1=CC(=NO1)CNC=1C(=NC=C(C1)C1=CC(=CC=C1)C(F)(F)F)N